1'-(4-amino-1-methylimidazo[1,5-a]quinoxaline-8-carbonyl)spiro[indoline-3,4'-piperidin]-2-one NC=1C=2N(C3=CC(=CC=C3N1)C(=O)N1CCC3(CC1)C(NC1=CC=CC=C13)=O)C(=NC2)C